C(C)(C)N1N=C(C2=NC(=CC(=C21)NCC=2C=NN(C2)C)C=2OC=CN2)C 1-isopropyl-3-methyl-N-[(1-methylpyrazol-4-yl)methyl]-5-oxazol-2-yl-pyrazolo[4,3-b]pyridin-7-amine